5-(4-Aminopiperidin-1-yl)-8-(3-hydroxy-4-methoxyphenyl)-3-methylimidazo[1,2-c]pyrimidine NC1CCN(CC1)C1=NC=C(C=2N1C(=CN2)C)C2=CC(=C(C=C2)OC)O